tert-butyl 5-[2-(2,6-dioxo-3-piperidyl)-1,3-dioxo-isoindolin-4-yl]oxypentanoate O=C1NC(CCC1N1C(C2=CC=CC(=C2C1=O)OCCCCC(=O)OC(C)(C)C)=O)=O